3-(3-(3-fluoro-5-(6-methoxypyrazolo[1,5-a]pyridine-3-carboxamido)-4-methylphenyl)-1,2,4-oxadiazol-5-yl)azetidine-1-carboxylic acid methyl ester COC(=O)N1CC(C1)C1=NC(=NO1)C1=CC(=C(C(=C1)NC(=O)C=1C=NN2C1C=CC(=C2)OC)C)F